8-[(3S,5R)-3-methyl-5-(methylamino)piperidin-1-yl]quinoxalin-5-carbonitrile hydrochloride Cl.C[C@@H]1CN(C[C@@H](C1)NC)C1=CC=C(C=2N=CC=NC12)C#N